(E)-(2,6-dimethoxy-4-(2-nitrovinyl)phenyl)(5,5,5-trifluoropentyl)sulfane COC1=C(C(=CC(=C1)\C=C\[N+](=O)[O-])OC)SCCCCC(F)(F)F